C(C)(C)C=1N=C2C=CC=CC2=C2C=CC=CC12 6-isopropylphenanthridine